C(#N)[C@H]1N(CSC1)C(CNC(=O)C1=CC=NC2=CC=C(C=C12)COCCOC)=O (R)-N-(2-(4-Cyanothiazolidin-3-yl)-2-oxoethyl)-6-((2-methoxyethoxy)-methyl)quinoline-4-carboxamide